C(N)(=O)C1=C(C(=CC(=C1)Cl)C)NC(=O)C=1N(N=C(C1)CSC)C1=NC=CC=C1Cl N-(2-carbamoyl-4-chloro-6-methyl-phenyl)-2-(3-chloro-2-pyridyl)-5-(methylsulfanylmethyl)pyrazole-3-carboxamide